bromo-2,4-difluoro-5-(2-methoxyvinyl)benzene BrC1=C(C=C(C(=C1)C=COC)F)F